6-(3-(methylamino)azetidin-1-yl)pyrimidin-2-amine CNC1CN(C1)C1=CC=NC(=N1)N